3-((5-acetamido-1H-1,2,4-triazol-3-yl)thio)propanoic acid C(C)(=O)NC1=NC(=NN1)SCCC(=O)O